N-(9-(5-(6-Ethoxy-1H-pyrazolo[3',4':3,4]pyrazolo[1,5-a]pyridin-4-yl)pyridine-2-yl)-2,9-diazaspiro[5.5]undecan-2-yl)-2-chloro-6-fluorobenzamide C(C)OC=1C=C(C=2N(C1)N=C1C2C=NN1)C=1C=CC(=NC1)N1CCC2(CCCN(C2)NC(C2=C(C=CC=C2F)Cl)=O)CC1